CC1(CNCCC1)C(=O)OCC1=CC=CC=C1 benzyl 3-methylpiperidine-3-carboxylate